CC1=CCC(CC1)C(C)(C)O 2-(4-methylcyclohex-3-enyl)propan-2-ol